BrC1=NC(=CC(=N1)CS(=O)(=O)N(C)C)N1[C@H](COCC1)CC (S)-1-(2-bromo-6-(3-ethylmorpholino)pyrimidin-4-yl)-N,N-dimethylmethanesulfonamide